N[C@@H]1C[C@H](N(C1)C(=O)C=1N=C2N(C=CC=C2)C1)C=1SC=C(N1)C(=O)N[C@H](C(=O)NC)CCCCNC(=N)N 2-((2S,4R)-4-amino-1-(imidazo[1,2-a]pyridine-2-carbonyl)pyrrolidin-2-yl)-N-((S)-6-guanidino-1-(methylamino)-1-oxohexan-2-yl)thiazole-4-carboxamide